C[C@@H](C1=CC=CC=C1)[NH3+] The molecule is an ammonium ion resulting from the protonation of the amino group of (S)-1-phenylethanamine; major microspecies at pH 7.3. It is a conjugate acid of a (1S)-1-phenylethanamine. It is an enantiomer of a (1R)-1-phenylethanaminium.